2-[[4-[2,3-difluoro-4-(4,4,5,5-tetramethyl-1,3,2-dioxaborolan-2-yl)phenyl]-5-thiazol-4-yl-pyrazol-1-yl]methoxy]ethyl-trimethyl-silane FC1=C(C=CC(=C1F)B1OC(C(O1)(C)C)(C)C)C=1C=NN(C1C=1N=CSC1)COCC[Si](C)(C)C